tert-butyl 4-(4-cyano-6-methylpyrimidin-2-yl)piperazine-1-carboxylate C(#N)C1=NC(=NC(=C1)C)N1CCN(CC1)C(=O)OC(C)(C)C